N-(3-bromo-4-cyanophenyl)-2-(4-((1-(2-(2,6-dioxopiperidin-3-yl)-1,3-Dioxoisoindoline-5-yl)azetidin-3-yl)ethynyl)-1H-pyrazol-1-yl)-2-methylpropionamide BrC=1C=C(C=CC1C#N)NC(C(C)(C)N1N=CC(=C1)C#CC1CN(C1)C=1C=C2C(N(C(C2=CC1)=O)C1C(NC(CC1)=O)=O)=O)=O